ClC1=C(CC2=CC(=C(C(=N2)C(CCC(=O)O)=O)O)C#N)C(=CC=C1)OC 4-[6-(2-Chloro-6-methoxy-benzyl)-4-cyano-3-hydroxy-pyridin-2-yl]-4-oxo-butyric acid